N[C@@H]1COCC12CCN(CC2)C=2N(C(C1=C(N2)N(C=C1C1=C(C2=CN(N=C2C=C1)CC)Cl)COCC[Si](C)(C)C)=O)C (S)-2-(4-Amino-2-oxa-8-azaspiro[4.5]decan-8-yl)-5-(4-chloro-2-ethyl-2H-indazol-5-yl)-3-methyl-7-((2-(trimethylsilyl)ethoxy)meth-yl)-3,7-dihydro-4H-pyrrolo[2,3-d]pyrimidin-4-one